3-cyclopropyl-5-[[(1R)-1-[3-(1,1-difluoro-2-hydroxy-2-methyl-propyl)-2-methyl-phenyl]ethyl]amino]-1,8-dimethyl-imidazo[4,5-g]phthalazin-2-one C1(CC1)N1C(N(C2=CC=3C(=NN=C(C3C=C21)N[C@H](C)C2=C(C(=CC=C2)C(C(C)(C)O)(F)F)C)C)C)=O